FC1=CC=C2CC(C(NC2=C1)=O)(C)C 7-fluoro-3,3-dimethyl-1,4-dihydroquinolin-2-one